FC1=CC=CC=2NC(=NC21)C=O 4-fluoro-1H-benzimidazole-2-carbaldehyde